C1(CCCCC1)CC1C(CCCC1)C 1-(cyclohexylmethyl)-2-methylcyclohexane